thiocitric acid C(CC(O)(C(=O)O)CC(=O)O)(=S)O